CC(C(O)C1=CC=CC=C1)(C)C 2,2-Dimethyl-1-phenylpropan-1-ol